3-(2-(allyloxy)ethyl)-6-amino-1,3,5-triazine-2,4(1H,3H)-dione C(C=C)OCCN1C(NC(=NC1=O)N)=O